1-methyl-2,4-dioxo-1,2,3,4-tetrahydro-1,5-naphthyridine-3-carbonitrile CN1C(C(C(C2=NC=CC=C12)=O)C#N)=O